N-cyclopropyl-5-{[(2r,3s)-1-{[7-(difluoromethyl)-6-oxo-5H-1,5-naphthyridin-3-yl]methyl}-2-methylazetidin-3-yl]oxy}pyridine-2-carboxamide C1(CC1)NC(=O)C1=NC=C(C=C1)O[C@@H]1[C@H](N(C1)CC=1C=NC=2C=C(C(NC2C1)=O)C(F)F)C